2-((2-chlorophenyl)(4-(4-methoxyphenyl)piperazin-1-yl)methyl)phenol ClC1=C(C=CC=C1)C(C1=C(C=CC=C1)O)N1CCN(CC1)C1=CC=C(C=C1)OC